CC=1C=C(C=2N(C(C=C(N2)C2=CC3=CN(N=C3C=C2)C)=O)C1)C(C)NC1=C(C(=O)OC(C)(C)C)C=CC=C1 tert-butyl 2-((1-(7-methyl-2-(2-methyl-2H-indazol-5-yl)-4-oxo-4H-pyrido[1,2-a]pyrimidin-9-yl)ethyl)amino)benzoate